O=C(C(=O)[O-])CC OXOBUTANOATE